tert-butyl 5-[8-methyl-2-[4-(4-methylpiperazin-1-yl)anilino]-7-oxo-pyrido[2,3-d]pyrimidin-6-yl]-3,3a,4,6,7,7a-hexahydro-1H-pyrrolo[3,4-c]pyridine-2-carboxylate CN1C(C(=CC2=C1N=C(N=C2)NC2=CC=C(C=C2)N2CCN(CC2)C)N2CC1C(CC2)CN(C1)C(=O)OC(C)(C)C)=O